4-nitrophenyl (R)-3-(4-amino-3-(4-phenoxyphenyl)-1H-pyrazolo(3,4-d)pyrimidin-1-yl)-(1,4'-bipiperidine)-1'-carboxylate NC1=C2C(=NC=N1)N(N=C2C2=CC=C(C=C2)OC2=CC=CC=C2)[C@H]2CN(CCC2)C2CCN(CC2)C(=O)OC2=CC=C(C=C2)[N+](=O)[O-]